6-(3-isopropyl-5-(1-(oxetan-3-ylmethyl)piperidin-4-yl)-1H-indol-2-yl)-8-methyl-[1,2,4]triazolo[4,3-a]pyridine C(C)(C)C1=C(NC2=CC=C(C=C12)C1CCN(CC1)CC1COC1)C=1C=C(C=2N(C1)C=NN2)C